N(=[N+]=[N-])C1COCCC1(O)C1=NC=C(C=C1F)C(F)(F)F 3-azido-4-(3-fluoro-5-trifluoromethyl-pyridin-2-yl)-tetrahydro-pyran-4-ol